3-(4-(4-amino-3-(4-phenoxyphenyl)-1H-pyrazolo[3,4-d]pyrimidin-1-yl)-3-fluoro-[1,4'-bipiperidin]-1'-yl)azetidine-1-carboxylate NC1=C2C(=NC=N1)N(N=C2C2=CC=C(C=C2)OC2=CC=CC=C2)C2C(CN(CC2)C2CCN(CC2)C2CN(C2)C(=O)[O-])F